7-(benzyloxy)-6-methyl-chroman-4-amine C(C1=CC=CC=C1)OC1=C(C=C2C(CCOC2=C1)N)C